O=C1CC2(COC2)CN1CCCOC1=CC=C(OC2=CC(=CC=3N2C=NC3)C(=O)N)C=C1 5-[4-[3-(6-oxo-2-oxa-7-azaspiro[3.4]octan-7-yl)propoxy]phenoxy]imidazo[1,5-a]pyridine-7-carboxamide